3-(-)-menthoxypropane-1,2-diol C1(CC(C(CC1)C(C)C)OCC(CO)O)C